tert-butyl 2-(1-methyl-1H-pyrazolo[3,4-b]pyridin-5-yl)piperidin-1-carboxylate CN1N=CC=2C1=NC=C(C2)C2N(CCCC2)C(=O)OC(C)(C)C